3,6-dimethyl-2,3-dihydrobenzofuran-5-sulfonyl chloride CC1COC2=C1C=C(C(=C2)C)S(=O)(=O)Cl